N-[5-(2-Fluorophenyl)-1H-pyrrol-3-ylmethyl]-methyl-amine FC1=C(C=CC=C1)C1=CC(=CN1)CNC